C(C1CO1)O[SiH2]OCC1CO1 glycidoxy-glycidoxysilane